ClC=1C=C(C=CC1S(=O)(=O)C)N(C(C)=O)C1=NC=CC(=C1)NC(CC1=C(C=CC=C1)Cl)=O N-[3-chloro-4-(methylsulfonyl)phenyl]-N-{4-[2-(2-chlorophenyl)acetamido]pyridin-2-yl}acetamide